COC1=C2C=C(NC2=CC=C1)C(=O)[O-] 4-methoxy-1H-indole-2-carboxylate